C(CCCCCCCCCCC)[N+](C)(C)C(C1=CC=CC=C1)CC Dodecyl(ethylbenzyl)dimethyl-ammonium